CC=1C=CC=C2C(C=C(OC12)C1=CC=C(OCCOC2CC(C2)C(=O)O)C=C1)=O 3-[2-[4-(8-methyl-4-oxo-chromen-2-yl)phenoxy]ethoxy]cyclobutanecarboxylic acid